NC1=NC(=C(C(=C1C#N)C1=CC=C(C=C1)OCC(C)O)C#N)SCC=1C=NC=CC1 2-amino-4-[4-(2-hydroxypropoxy)phenyl]-6-(3-pyridylmethylsulfanyl)-pyridine-3,5-dicarbonitrile